methyl 4-(1-(6,7-dimethoxy-3-((4-methoxyphenyl)sulfonyl)quinolin-4-yl)piperidin-4-yl)benzoate COC=1C=C2C(=C(C=NC2=CC1OC)S(=O)(=O)C1=CC=C(C=C1)OC)N1CCC(CC1)C1=CC=C(C(=O)OC)C=C1